ClC1=NC=CC(=C1)N1N=C(N=C1N)NC1=CC=C(C=C1)OCCN1CCCCC1 1-(2-chloropyridin-4-yl)-N3-(4-(2-(piperidin-1-yl)ethoxy)phenyl)-1H-1,2,4-triazole-3,5-diamine